[Si](C)(C)(C(C)(C)C)OS(=O)(=O)C(F)(F)F tert-butyldimethylsilyltrifluoromethanesulfonate